N2-(2-(azetidin-1-yl)ethyl)-6-(8-chloroquinolin-6-yl)-5-phenylpyrazine-2,3-diamine N1(CCC1)CCNC1=NC(=C(N=C1N)C1=CC=CC=C1)C=1C=C2C=CC=NC2=C(C1)Cl